methyl 4-cyano-3-(2-(dimethylamino)ethoxy)benzoate C(#N)C1=C(C=C(C(=O)OC)C=C1)OCCN(C)C